COCC1=CC=C(C=N1)N 6-(methoxymethyl)pyridin-3-amine